(3-(4-(3-Methylpyridazin-4-yl)benzyl)-1,2,3-oxadiazol-3-ium-5-yl)((2-(trifluoromethyl)-pyridin-4-yl)carbamoyl)amide CC=1N=NC=CC1C1=CC=C(C[N+]2=NOC(=C2)[N-]C(NC2=CC(=NC=C2)C(F)(F)F)=O)C=C1